C(=S)S.CN1CCCCC1 methylpiperidine dithioformate